di(4-fluoro-2-nitrobenzyloxy)dimethylsilane FC1=CC(=C(CO[Si](C)(C)OCC2=C(C=C(C=C2)F)[N+](=O)[O-])C=C1)[N+](=O)[O-]